NC=1C=2N(C(=C(N1)C1=C(C#N)C=CC=C1)C1=NC=NC=C1)N=C(C2)CO (4-amino-2-(hydroxymethyl)-7-(pyrimidin-4-yl)pyrazolo[1,5-a]pyrazin-6-yl)benzonitrile